ClC=1C=C(C=CC1C#N)N1CCC(CC1)C(=O)NC1=NC=C(C=C1)N1CCC(CC1)CN1CCN(CC1)C1CCN(CC1)C=1C=C2C(N(C(C2=CC1)=O)C1C(NC(CC1)=O)=O)=O 1-(3-chloro-4-cyanophenyl)-N-(5-(4-((4-(1-(2-(2,6-dioxopiperidin-3-yl)-1,3-dioxoisoindolin-5-yl)piperidin-4-yl)piperazin-1-yl)methyl)piperidin-1-yl)pyridin-2-yl)piperidin-4-carboxamide